ClC1=C(C(=CC=C1)OC(F)F)C(=NO)Cl 2-chloro-6-(difluoromethoxy)-N-hydroxybenzene-1-carbonimidoyl chloride